C(CCC)[N+]1(CCCC1)C 1-butyl-1-Methylpyrrolidinium